N-(2-thiazolylmethyl)-N'-(2-pyridinylmethyl)-N-(6,7,8,9-tetrahydro-5H-cyclohepta[b]pyridin-9-yl)-1,4-benzenedimethanamine S1C(=NC=C1)CN(CC1=CC=C(C=C1)CNCC1=NC=CC=C1)C1CCCCC=2C1=NC=CC2